4-(3-(tert-butyl-(methyl)carbamoyl)-1-(3,5-dichlorophenyl)-7-methoxy-1,4-dihydrobenzopyrano[4,3-c]pyrazol-8-yl)-3,5-dimethyl-1H-pyrazole-1-carboxylic acid tert-butyl ester C(C)(C)(C)OC(=O)N1N=C(C(=C1C)C=1C(=CC2=C(C1)C=1N(N=C(C1CO2)C(N(C)C(C)(C)C)=O)C2=CC(=CC(=C2)Cl)Cl)OC)C